FC1=C(C=CC=C1F)C=1OC2=C(C=C(C=C2C(C1C)=O)C)[C@@H](C)NC(OC(C)(C)C)=O tert-Butyl N-[(1R)-1-[2-(2,3-difluorophenyl)-3,6-dimethyl-4-oxo-chromen-8-yl]ethyl]carbamate